The molecule is a member of the class of amphetamines in which the amino group of (S)-amphetamine carries a methyl substituent. It has a role as a neurotoxin, a psychotropic drug, a central nervous system stimulant, a xenobiotic and an environmental contaminant. It is a member of amphetamines and a secondary amine. It derives from a (S)-amphetamine. It is a conjugate base of a methamphetamine(1+). C[C@@H](CC1=CC=CC=C1)NC